((trans)-4-(4-nitro-1H-pyrazol-1-yl)cyclohexyl)methanol [N+](=O)([O-])C=1C=NN(C1)[C@@H]1CC[C@H](CC1)CO